CC1=CNC2=NC=C(C=C21)C2=CC(=C1CCN(CC1=C2)C(=O)C2CCOCC2)[C@@H]2NCCOC2 (S)-(7-(3-methyl-1H-pyrrolo[2,3-b]pyridin-5-yl)-5-(morpholin-3-yl)-3,4-dihydroisoquinolin-2(1H)-yl)(tetrahydro-2H-pyran-4-yl)methanone